(S)-N-(5-(5-(2-methoxypropoxy)benzo[d]oxazol-2-yl)-8-(methylamino)-2,7-naphthyridin-3-yl)cyclopropanecarboxamide CO[C@H](COC=1C=CC2=C(N=C(O2)C2=C3C=C(N=CC3=C(N=C2)NC)NC(=O)C2CC2)C1)C